2,7-bis(4-(naphtho[1,2-b]thiophen-2-yl)phenyl)[1]benzothieno[3,2-b][1]benzothiophene S1C2=C(C=C1C1=CC=C(C=C1)C1=CC3=C(C=C1)C=1SC4=C(C1S3)C=CC(=C4)C4=CC=C(C=C4)C4=CC3=C(S4)C4=CC=CC=C4C=C3)C=CC3=CC=CC=C32